behenyl-erucamide C(CCCCCCCCCCCCCCCCCCCCC)C(C(=O)N)CCCCCCCCCC\C=C/CCCCCCCC